Methyl (E)-2,3-dimethoxyprop-2-enoate CO\C(\C(=O)OC)=C\OC